C1(CC1)C(C=1C=CC2=C(N=C(O2)[C@H](C2CCC(CC2)(F)F)NC(OC(C)(C)C)=O)C1F)NC[C@H](C(F)(F)F)O tert-butyl ((1S)-(5-(cyclopropyl(((R)-3,3,3-trifluoro-2-hydroxypropyl)amino)methyl)-4-fluorobenzo[d]oxazol-2-yl)(4,4-difluorocyclohexyl)-methyl)carbamate